3-hydroxy-3-methyl-glutamyl-coenzyme A OC([C@H](N)C(=O)SCCNC(CCNC([C@@H](C(COP(OP(OC[C@@H]1[C@H]([C@H]([C@@H](O1)N1C=NC=2C(N)=NC=NC12)O)OP(=O)(O)O)(=O)O)(=O)O)(C)C)O)=O)=O)(CC(=O)O)C